NC(C)(C)C1=NN=C(O1)[C@H](CC1=CNC2=CC=CC=C12)NC(=O)C1(CC2=CC=CC=C2C1)CC(=O)O (S)-2-(2-((1-(5-(2-aminoprop-2-yl)-1,3,4-oxadiazol-2-yl)-2-(1H-indol-3-yl)ethyl)carbamoyl)-2,3-dihydro-1H-inden-2-yl)acetic acid